C(CC)(=O)C1=C(C(=C(C(=C1F)F)O)F)F propionyl-2,3,5,6-tetrafluorophenol